1-[5-(trifluoromethyl)pyridin-3-yl]piperidin-3-amine trifluoroacetate FC(C(=O)O)(F)F.FC(C=1C=C(C=NC1)N1CC(CCC1)N)(F)F